2,4-dichloro-5,7-difluoroquinazoline ClC1=NC2=CC(=CC(=C2C(=N1)Cl)F)F